(3R,4S)-4-phenyl-3-tert-Butyldimethylsilanylazetidin-2-one C1(=CC=CC=C1)[C@H]1[C@H](C(N1)=O)[Si](C)(C)C(C)(C)C